3,5-bis(trifluoromethyl)pyridine FC(C=1C=NC=C(C1)C(F)(F)F)(F)F